2-(difluoromethoxy)-6-methoxy-4-[2-methyl-6-(1-methylpyrazol-4-yl)-4-(2,2,2-trifluoroethoxy)indazol-3-yl]benzamide FC(OC1=C(C(=O)N)C(=CC(=C1)C=1N(N=C2C=C(C=C(C12)OCC(F)(F)F)C=1C=NN(C1)C)C)OC)F